tert-butyl 4-(4-ethoxy-5-((2-methylimidazo[1,2-a]pyrazin-6-yl)carbamoyl)pyrimidin-2-yl)piperazine-1-carboxylate C(C)OC1=NC(=NC=C1C(NC=1N=CC=2N(C1)C=C(N2)C)=O)N2CCN(CC2)C(=O)OC(C)(C)C